N1CC(C1)CN1CCC2(CN(C2)C2=NC=CC(=N2)COC2=CC=C(C=C2)C(C)(C)C=2C=C(C#N)C=C(C2)Cl)CC1 3-(2-(4-((2-(7-(azetidin-3-ylmethyl)-2,7-diazaspiro[3.5]non-2-yl)pyrimidine-4-yl)methoxy)phenyl)prop-2-yl)-5-chlorobenzonitrile